N-(5-((6-((R)-3-(2-chloro-3-fluorophenyl)isoxazolidine-2-yl)pyrimidine-4-yl)amino)-2-(4-(dimethylamino)piperidine-1-yl)-4-methoxyphenyl)acrylamide ClC1=C(C=CC=C1F)[C@@H]1N(OCC1)C1=CC(=NC=N1)NC=1C(=CC(=C(C1)NC(C=C)=O)N1CCC(CC1)N(C)C)OC